trimethyl-n-octylammonium hydrogen carbonate C(O)([O-])=O.C[N+](CCCCCCCC)(C)C